2-(3-acetyl-6-amino-1H-indol-1-yl)-N-(2-((3-chloro-2-fluorobenzyl)amino)-2-oxoethyl)-N-cyclopropylacetamide C(C)(=O)C1=CN(C2=CC(=CC=C12)N)CC(=O)N(C1CC1)CC(=O)NCC1=C(C(=CC=C1)Cl)F